CC=1C=C(C=CC1N=C=O)C1=CC(=C(C=C1)N=C=O)C 3,3'-dimethyl-4,4'-diisocyanato-biphenyl